2-tosyl-3,4-dihydronaphthalen-1(2H)-one S(=O)(=O)(C1=CC=C(C)C=C1)C1C(C2=CC=CC=C2CC1)=O